CYCLOPENTYLPYRAZOLE C1CCC(C1)N2C=CC=N2